5-ethyl-2-(5-methyl-3-{[(3R)-1-methylpiperidin-3-yl]amino}-1,2,4-triazin-6-yl)phenol C(C)C=1C=CC(=C(C1)O)C1=C(N=C(N=N1)N[C@H]1CN(CCC1)C)C